(5R)-3-[2-chloro-4-fluoro-5-[2-methoxy-6-oxo-4-(trifluoromethyl)pyrimidin-1-yl]phenyl]-5-methyl-4H-isoxazole-5-carboxylic acid ethyl ester C(C)OC(=O)[C@]1(CC(=NO1)C1=C(C=C(C(=C1)N1C(=NC(=CC1=O)C(F)(F)F)OC)F)Cl)C